COC1CC(C1)NC1=CC=C2C=NC(=NC2=C1)NC1=C(C=C2CCN(CC2=C1)C)OC N~7~-(3-methoxycyclobutyl)-N~2~-(6-methoxy-2-methyl-1,2,3,4-tetrahydroisoquinolin-7-yl)quinazoline-2,7-diamine